C(C1=CC=CC=C1)OC1=C(N2C(C3=CC(=CC=C13)OC1=CC(=CC(=C1)C)C)=NC=N2)C(=O)[O-] 6-(benzyloxy)-9-(3,5-dimethylphenoxy)-[1,2,4]triazolo[5,1-a]isoquinoline-5-carboxylate